potassium phenylphosphonic acid C1(=CC=CC=C1)P(O)(O)=O.[K]